C1(=CC=CC=C1)C=O 1-((r)-phenyl)methanone